4-Chloro-1-isopropyl-1H-[1,2,3]triazolo[4,5-h]quinazolin-8-yl trifluoromethanesulfonate FC(S(=O)(=O)OC1=NC=2C3=C(C(=CC2C=N1)Cl)N=NN3C(C)C)(F)F